CC1=C(C=CC(=C1)C)N=C(C)C=1C=C(C=CC1)NP(C1=CC=CC=C1)C1=CC=CC=C1 N-(3-(1-((2,4-dimethylphenyl)imino)ethyl)phenyl)-1,1-diphenylphosphanamine